1-methyl-3-(2-methyl-5-(6-(trifluoromethyl)-1H-benzo[d]imidazol-2-yl)phenyl)-7-((6-methylpyridin-3-yl)amino)-3,4-dihydropyrimido[4,5-d]pyrimidin-2(1H)-one CN1C(N(CC=2C1=NC(=NC2)NC=2C=NC(=CC2)C)C2=C(C=CC(=C2)C2=NC1=C(N2)C=C(C=C1)C(F)(F)F)C)=O